FC(C1=CC=C2C(=CNC2=C1)C(=O)O)(F)F 6-trifluoromethyl-3-indolecarboxylic acid